3-(1-methyl-1H-pyrazol-4-yl)-3-[4-(7H-pyrrolo[2,3-d]pyrimidin-4-yl)-1H-pyrazol-1-yl]propanenitrile CN1N=CC(=C1)C(CC#N)N1N=CC(=C1)C=1C2=C(N=CN1)NC=C2